N#COC(CC12CCC(CC1)(CC2)N)=O 2-(4-aminobicyclo[2.2.2]octan-1-yl)acetic cyanic anhydride